CC1(CC2=NC=CC=C2N1C1=NC(=CC(=C1)C(F)(F)F)C)C(=O)N methyl-1-(6-methyl-4-(trifluoromethyl)pyridin-2-yl)-2,3-dihydro-1H-pyrrolo[3,2-b]pyridine-2-carboxamide